FC1(CN(CC[C@@H]1N1CCN(CC1)C1=C(C=C(NN2C(CCCC2=O)=O)C=C1)F)C(C1=C(C=C(C=C1)C1=CN(C(C(=C1C)C)=O)C)OC(F)(F)F)=O)F [4-[4-[(4S)-3,3-difluoro-1-[2-(trifluoromethoxy)-4-(1,4,5-trimethyl-6-oxo-3-pyridyl)benzoyl]-4-piperidyl]piperazin-1-yl]-3-fluoro-anilino]piperidine-2,6-dione